2-{2,2-Difluoro-3'-[(3S,4R)-3-fluoro-4-hydroxypiperidin-1-carbonyl]-6',7'-dihydrospiro[cyclopropan-1,5'-indazol]-1'(4'H)-yl}-1-[4-(2,3-dimethylphenyl)piperazin-1-yl]ethan-1-on FC1(CC12CC=1C(=NN(C1CC2)CC(=O)N2CCN(CC2)C2=C(C(=CC=C2)C)C)C(=O)N2C[C@@H]([C@@H](CC2)O)F)F